2-(8-(2-(pyridin-4-yl)pyrido[3,4-d]pyrimidin-4-yl)-2,8-diazaspiro[4.5]decan-2-yl)acetamide N1=CC=C(C=C1)C=1N=C(C2=C(N1)C=NC=C2)N2CCC1(CCN(C1)CC(=O)N)CC2